5-(1-(1H-imidazol-2-yl)-3,3-dimethyl-2-oxoindolin-4-yl)-N-(4-fluorophenyl)-2-(trifluoromethyl)benzamide N1C(=NC=C1)N1C(C(C2=C(C=CC=C12)C=1C=CC(=C(C(=O)NC2=CC=C(C=C2)F)C1)C(F)(F)F)(C)C)=O